NC(CN(C(O)=O)C(=O)N)CC1=CC=CC=C1.C(C)C1=CC2=C(C3=CC=CC=C3C(=C2C=C1)OC(CCCCC)=O)OC(CCCCC)=O 2-ethyl-9,10-bis(n-hexanoyloxy)anthracene 2-amino-3-phenylpropyl-(aminocarbonyl)carbamate